C(#N)C1=CC=2N(N=C1)C(=CC2)C2=CC(=C(C=N2)B(O)O)NC 6-{3-cyanopyrrolo[1,2-b]pyridazin-7-yl}-4-(methylamino)pyridin-3-ylboronic acid